C(=O)([O-])OC(=O)[O-].[Li+].[Li+].C=C ethylene di-lithium dicarbonate